C(C)(C)(C)N1N=C(C(=C1NC1=NC(=CC=C1)C(F)(F)F)C(N)=O)C1=CC=C(C=C1)NC(OC1=CC=CC=C1)=O phenyl (4-(1-(tert-butyl)-4-carbamoyl-5-((6-(trifluoromethyl)pyridin-2-yl)amino)-1H-pyrazol-3-yl)phenyl)carbamate